C1(=CC=CC=C1)NC1=C(C=CC=C1)Br N-phenyl-2-bromoaniline